O=C1OC(C2=CC=CC=C12)C(=O)N 3-oxo-1,3-dihydroisobenzofuran-1-carboxamide